C1(CC1)C1=C(C=C(C=C1OCC)[C@@H](C)N(C(=O)NC1(CC(C1)(F)F)C(=O)OC)CCCCC1=CC=CC=C1)OCC methyl 1-({[(1R)-1-(4-cyclopropyl-3,5-diethoxyphenyl) ethyl] (4-phenylbutyl) carbamoyl} amino)-3,3-difluorocyclobutane-1-carboxylate